CN(C)\C=C/1\C(C2=C(C=CO2)CC1)=O (E)-6-((dimethylamino)methylene)-5,6-dihydrobenzofuran-7(4H)-one